FC(C1=NN(C=C1C1=C2CCN(C(C2=CC(=C1)CCN1[C@@H]([C@@H](C1)O)C)=O)[C@@H](C)C1=NC=C(C#N)C(=C1)OCC)C)F 6-((S)-1-(5-(3-(difluoromethyl)-1-methyl-1H-pyrazol-4-yl)-7-(2-((2R,3R)-3-hydroxy-2-methylazetidin-1-yl)ethyl)-1-oxo-3,4-dihydroisoquinolin-2(1H)-yl)ethyl)-4-ethoxynicotinonitrile